N1(C=CC=C1)CCCCC(=O)O pyrrole-1-valeric acid